C(O)(O)=O.[C@H]12CCC#CCC[C@@H]2C1CC1C(=O)NC(C1)=O (1R,8S,9s)-bicyclo[6.1.0]non-4-yn-9-ylmethyl-succinimide carbonate